ON1N=NC2=C1C=C(C=C2)Cl 1-hydroxy-6-chloro-1H-benzotriazole